2,6-di(tert-butyl)-p-cresol C(C)(C)(C)C1=CC(=CC(=C1O)C(C)(C)C)C